tert-butyl 2-(diethoxyphosphoryl)-3-(3-(4-(pyridin-2-yloxy)phenyl)-1,2,4-oxadiazol-5-yl)propanoate C(C)OP(=O)(OCC)C(C(=O)OC(C)(C)C)CC1=NC(=NO1)C1=CC=C(C=C1)OC1=NC=CC=C1